CC=1N=C2N(N=C(C=C2C)C2=CC3=CN(N=C3C(=C2)F)[C@H]2[C@@H](CN(CC2)C(=O)OC(C)(C)C)F)C1 (3R,4R)-tert-butyl 4-(5-(2,8-dimethylimidazo[1,2-b]pyridazin-6-yl)-7-fluoro-2H-indazol-2-yl)-3-fluoropiperidine-1-carboxylate